(Z)-ethyl 2-(2-(3,4-diethoxy-5-nitrophenyl)hydrazinyl)propanoate C(C)OC=1C=C(C=C(C1OCC)[N+](=O)[O-])NNC(C(=O)OCC)C